ethyl 2-{3-[(3-{[(tert-butoxy)carbonyl]amino}-2-fluorophenyl)methyl]-2-oxo-3,4-dihydro-2H-1,3-benzoxazin-7-yl}-2,2-difluoroacetate C(C)(C)(C)OC(=O)NC=1C(=C(C=CC1)CN1C(OC2=C(C1)C=CC(=C2)C(C(=O)OCC)(F)F)=O)F